OCCC1=C(C(=O)O)C=CC(=C1)C(=O)O.C(C1=CC=C(C(=O)O)C=C1)(=O)OCCO monohydroxyethyl terephthalate (mono(hydroxyethyl) terephthalate)